4-(4-(4-(1-(cyclohexylmethyl)-1H-1,2,3-triazol-4-yl)phenyl)-2-oxopyridin-1(2H)-yl)-2-methyl-2-(methylsulfonyl)-N-((tetrahydro-2H-pyran-2-yl)oxy)butanamide C1(CCCCC1)CN1N=NC(=C1)C1=CC=C(C=C1)C1=CC(N(C=C1)CCC(C(=O)NOC1OCCCC1)(S(=O)(=O)C)C)=O